Citronellyl Butyrate (3,7-dimethyloct-6-en-1-yl butanoate) CC(CCC(C(=O)O)CC)CCC=C(C)C.C(CCC)(=O)OCCC(C)CCC=C(C)C